C(CCCC)C1=C(C=CC=C1O)O 2-Pentylbenzene-1,3-diol